1-(4-chlorophenyl)-dihydro-beta-carboline ClC1=CC=C(C=C1)C1NC=CC=2C3=CC=CC=C3NC12